5-(3,5-dimethyl-4-(4-(1-methylpiperidin-4-yl)piperazin-1-yl)phenyl)-3-(4-(N-cyclopropyl-S-methylsulphonimidoyl)phenyl)-1-toluenesulfonyl-1H-pyrrolo[2,3-b]pyridine CC=1C=C(C=C(C1N1CCN(CC1)C1CCN(CC1)C)C)C=1C=C2C(=NC1)N(C=C2C2=CC=C(C=C2)S(=O)(=NC2CC2)C)S(=O)(=O)CC2=CC=CC=C2